(3-isopropenyl-2,2-dimethylcyclobutyl)methyl 2-ethylbutanoate C(C)C(C(=O)OCC1C(C(C1)C(=C)C)(C)C)CC